N-(2-{9-amino-2,2,3,3-tetramethyl-1,4-dioxa-7-azaspiro[4.4]nonan-7-yl}-5,6,7,8-tetrahydroquinolin-6-yl)-5-chloro-7-ethyl-7H-pyrrolo[2,3-c]pyridazine-3-carboxamide NC1CN(CC12OC(C(O2)(C)C)(C)C)C2=NC=1CCC(CC1C=C2)NC(=O)C2=CC1=C(N=N2)N(C=C1Cl)CC